(4-aminophenyl)(imino)methyl-λ6-sulfanone NC1=CC=C(C=C1)[SH2](=O)C=N